BrC1=C(C(=CC2=C1OC1(CC1)C(N2)=O)F)C2=CC=NN2C 8-Bromo-6-fluoro-7-(1-methyl-1H-pyrazol-5-yl)spiro[benzo[b][1,4]oxazine-2,1'-cyclopropane]-3(4H)-one